2-[4-Chloro-5-[(3R,4R)-3-methyl-1-[2-(2-methyltetrazol-5-yl)ethylsulfonyl]-4-piperidyl]-1H-imidazol-2-yl]-5-fluoro-pyridine ClC=1N=C(NC1[C@H]1[C@H](CN(CC1)S(=O)(=O)CCC=1N=NN(N1)C)C)C1=NC=C(C=C1)F